3-bromo-1-(2,2-dimethoxyethyl)-5-methyl-4-(4-nitrophenyl)-1H-pyrrole-2-carboxylic acid BrC1=C(N(C(=C1C1=CC=C(C=C1)[N+](=O)[O-])C)CC(OC)OC)C(=O)O